2-(4-((4-((3-(2,3-difluoro-4-methoxyphenyl)imidazo[1,2-a]pyrazin-8-yl)amino)-2-ethylbenzamido)methyl)piperidin-1-yl)-2-methylpropanoic acid compound with formic acid C(=O)O.FC1=C(C=CC(=C1F)OC)C1=CN=C2N1C=CN=C2NC2=CC(=C(C(=O)NCC1CCN(CC1)C(C(=O)O)(C)C)C=C2)CC